CN(CCN1CC2=CC=C(C=C2C1)N)C 2-(2-(dimethylamino)ethyl)isoindolin-5-amine